CN1N=C(C=C1)C1=NC=C(C=N1)C#C[Si](C)(C)C 2-(1-methyl-1H-pyrazol-3-yl)-5-((trimethylsilyl)ethynyl)pyrimidine